2-((4-(6-((4-Cyano-2-fluorobenzyl)oxy)pyridin-2-yl)piperidin-1-yl)methyl)-1-(difluoromethyl)-4-methoxy-1H-benzo[d]imidazole-6-carboxylic acid C(#N)C1=CC(=C(COC2=CC=CC(=N2)C2CCN(CC2)CC2=NC3=C(N2C(F)F)C=C(C=C3OC)C(=O)O)C=C1)F